FC=1C=C(C2=C(C3NCC(O2)C3)C1)F 7,9-difluoro-2,3,4,5-tetrahydro-2,5-methanobenzo[f][1,4]oxazepine